4-(2-((tert-butyldimethylsilyl)oxy)propan-2-yl)-2-chloro-3-fluoro-6-iodopyridine [Si](C)(C)(C(C)(C)C)OC(C)(C)C1=C(C(=NC(=C1)I)Cl)F